N-(3-(2-(3-azabicyclo[3.2.2]nonan-3-yl)-5-(2-((2,2-dioxido-2-thiaspiro[3.3]heptan-6-yl)amino)pyrimidin-4-yl)thiazol-4-yl)-2-fluorophenyl)-2,6-difluorobenzenesulfonamide C12CN(CC(CC1)CC2)C=2SC(=C(N2)C=2C(=C(C=CC2)NS(=O)(=O)C2=C(C=CC=C2F)F)F)C2=NC(=NC=C2)NC2CC1(CS(C1)(=O)=O)C2